5-((1-(4-(2-((Dimethylamino)methyl)pyrrolidin-1-yl)phenyl)-1H-imidazol-4-yl)amino)pyrazine-2-carbonitrile CN(C)CC1N(CCC1)C1=CC=C(C=C1)N1C=NC(=C1)NC=1N=CC(=NC1)C#N